L-alanine 1-methylpyrrolidin-3-yl ester CN1CC(CC1)OC([C@@H](N)C)=O